FC1=C(C=CC=C1O)C1=CC=CC(=N1)OC=1C=CC(=C(C(=O)O)C1)OC 5-((6-(2-fluoro-3-hydroxyphenyl)pyridin-2-yl)oxy)-2-methoxybenzoic acid